(R)-8-(1-(3-cyanophenyl)-1H-1,2,3-triazol-4-yl)-9-oxooctahydro-2H-pyrazino[1,2-a]pyrazine-2-carbonitrile C(#N)C=1C=C(C=CC1)N1N=NC(=C1)N1C([C@@H]2N(CCN(C2)C#N)CC1)=O